FC=1C=C(C=CC1OC)C1CC(CC(C1)=O)=O 5-(3-fluoro-4-methoxyphenyl)-1,3-cyclohexanedione